2-(2-morpholinoethyl)-6-(pyridin-2-yl)pyridazin-3(2H)-one hydrochloride Cl.O1CCN(CC1)CCN1N=C(C=CC1=O)C1=NC=CC=C1